(S)-4-((2-ethoxyethyl)(4-(5,6,7,8-tetrahydro-1,8-naphthyridin-2-yl)butyl)amino)-2-((1-methyl-1H-pyrazolo[3,4-d]pyrimidin-4-yl)amino)butanoic acid C(C)OCCN(CC[C@@H](C(=O)O)NC1=C2C(=NC=N1)N(N=C2)C)CCCCC2=NC=1NCCCC1C=C2